C(\C=C\C)(=O)N crotonamid